2-Chloro-N-(3-hydroxyphenyl)-N-(1-(4-nitrophenyl)-2-oxo-2-(phenethylamino)-ethyl)acetamide ClCC(=O)N(C(C(NCCC1=CC=CC=C1)=O)C1=CC=C(C=C1)[N+](=O)[O-])C1=CC(=CC=C1)O